N-((5-(([1,1'-biphenyl]-2-yloxy)methyl)-4,5-dihydroisoxazol-3-yl)methyl)-6,7a-dihydrothieno[3,2-c]pyridine-5(4H)-carboxamide C1(=C(C=CC=C1)OCC1CC(=NO1)CNC(=O)N1CC=2C(CC1)SCC2)C2=CC=CC=C2